ClC=1N=CC2=C(N1)NC(=C2)C 2-chloro-6-methyl-7H-pyrrolo[2,3-d]pyrimidine